CC1=NC2=CC=C(C=C2C=C1)COC1=CC=CC(=N1)C1CCN(CC1)CC1=NC2=C(N1C[C@H]1OCC1)C=C(C=C2)C(=O)O (S)-2-((4-(6-((2-Methylquinolin-6-yl)methoxy)pyridin-2-yl)piperidin-1-yl)methyl)-1-(oxetan-2-ylmethyl)-1H-benzo[d]imidazole-6-carboxylic acid